1-[[2-(difluoromethoxy)pyridin-4-yl]methyl]-3-[(1R,3s,5S)-6,6-difluoro-3-bicyclo[3.1.0]hexanyl]urea FC(OC1=NC=CC(=C1)CNC(=O)NC1C[C@H]2C([C@H]2C1)(F)F)F